I.FC1=CC=C(C=C1)N=CSC N-(4-fluorophenyl)(methylthio)methanimine hydroiodide